CC1=NC=2N(C(=C1)C)N=CC2C(=O)Cl 5,7-dimethylpyrazolo[1,5-a]pyrimidine-3-carbonyl chloride